N-[(4,5-difluoro-1H-benzimidazol-2-yl)methyl]-2-(morpholin-4-yl)-7-(trifluoromethyl)imidazo[2,1-f][1,2,4]triazin-4-amine FC1=C(C=CC=2NC(=NC21)CNC2=NC(=NN1C2=NC=C1C(F)(F)F)N1CCOCC1)F